CONC(=O)C1=CC=2CCCCC2C=C1 N-methoxy-5,6,7,8-tetrahydronaphthalene-2-carboxamide